NC1CCN(CC1)C(CCCOC1=C2C(N(C(C2=CC=C1)=O)C1C(NC(CC1)=O)=O)=O)=O 4-(4-(4-aminopiperidin-1-yl)-4-oxobutoxy)-2-(2,6-dioxopiperidin-3-yl)isoindoline-1,3-dione